N1N=CC2=CC(=CC=C12)NC=1C2=C(N=C(N1)C1=CC=C3C=C(NC3=C1)C(=O)NC(C)C)C=CS2 6-(4-((1H-indazol-5-yl)amino)thieno[3,2-d]pyrimidin-2-yl)-N-isopropyl-1H-indole-2-carboxamide